4-methyl-7-phenoxy-1,5-naphthyridin-2-amine CC1=CC(=NC2=CC(=CN=C12)OC1=CC=CC=C1)N